[C@H]12CN(C[C@H](CC1)O2)C2CCN(CC2)C2=C(C=C(C(=C2)OC)NC2=NC=NC(=C2)N2OCC[C@@H]2C2=CC(=CC(=C2)F)F)NC(C=C)=O N-(2-(4-((1R,5S)-8-oxa-3-azabicyclo[3.2.1]octan-3-yl)piperidine-1-yl)-5-((6-((R)-3-(3,5-difluorophenyl)isoxazolidine-2-yl)pyrimidine-4-yl)amino)-4-methoxyphenyl)acrylamide